4-Acetylbenzonitril C(C)(=O)C1=CC=C(C#N)C=C1